Piperidin-4-yl-(5-(3-methoxypyridin-2-yl)-1,3,4-oxadiazol-2-yl)methanone (S)-2-((tert-butoxycarbonyl)amino)propyl-methanesulfonate C(C)(C)(C)OC(=O)N[C@H](CCS(=O)(=O)O)C.N1CCC(CC1)C(=O)C=1OC(=NN1)C1=NC=CC=C1OC